bromolead copper [Cu].Br[Pb]